C(=O)(C=C)N1C(C(CC1=O)S(=O)(=O)O)=O N-acryl-sulfo-succinimide